C(C)(C)(C)OC(=O)N1C(C2(C1)CCC2)N2C(C(=CC1=C2N=C(N=C1)SC)C1=C(C(=CC(=C1)OC)OC)Cl)=O (6-(2-chloro-3,5-dimethoxyphenyl)-2-(methylthio)-7-oxopyrido[2,3-d]pyrimidin-8(7H)-yl)-2-azaspiro[3.3]heptane-2-carboxylic acid tert-butyl ester